FC1=C(C(=CC=C1C(=O)C1=NNC2=NC=C(C=C21)C2=CC=C(C=C2)C(C)C)F)NS(=O)(=O)CCC N-(2,6-difluoro-3-(5-(4-isopropylphenyl)-1H-pyrazolo[3,4-b]pyridine-3-carbonyl)phenyl)propane-1-sulfonamide